(S)-2-(6-(2-(2-fluoro-5-(trifluoromethoxy)benzyl)-2H-tetrazol-5-yl)pyridin-2-yl)-2-hydroxy-propane-1-sulfonamide FC1=C(CN2N=C(N=N2)C2=CC=CC(=N2)[C@](CS(=O)(=O)N)(C)O)C=C(C=C1)OC(F)(F)F